(2R)-3-hydroxy-2-methyl-2-({[(2-methylprop-2-yl)oxy]carbonyl}amino)propanoic acid OC[C@](C(=O)O)(NC(=O)OC(C)(C)C)C